N-((1H-benzo[d]imidazol-6-yl)methyl)-3-((dimethylamino)methyl)-N-(3-methoxybenzyl)aniline N1C=NC2=C1C=C(C=C2)CN(C2=CC(=CC=C2)CN(C)C)CC2=CC(=CC=C2)OC